N-Tetralin-1-yl-7H-pyrrolo[2,3-d]pyrimidin-4-amine C1(CCCC2=CC=CC=C12)NC=1C2=C(N=CN1)NC=C2